NC(C#N)C=1C=NN2C1CCCC2 2-amino-2-(4,5,6,7-tetrahydropyrazolo[1,5-a]pyridin-3-yl)acetonitrile